(S)-(6-(2-methoxyphenyl)-3-(3-(5-methylpyridin-2-yloxy)pyrrolidin-1-yl)pyridin-2-yl)methanol COC1=C(C=CC=C1)C1=CC=C(C(=N1)CO)N1C[C@H](CC1)OC1=NC=C(C=C1)C